C(C1=CC=CC=C1)N1CC(C(CC1)(F)F)CO (1-benzyl-4,4-difluoropiperidin-3-yl)methanol